2-(((2R,3S,4R,5R)-5-(6-amino-2-chloro-9H-purin-9-yl)-3-ethynyl-3,4-dihydroxytetrahydrofuran-2-yl)methoxy)-2-(3-methoxybenzyl)malonic acid NC1=C2N=CN(C2=NC(=N1)Cl)[C@H]1[C@@H]([C@@]([C@H](O1)COC(C(=O)O)(C(=O)O)CC1=CC(=CC=C1)OC)(O)C#C)O